(2-(5-Fluoropiperidin-2-yl)benzyl)-2-thiocarbonyl-1,2,3,7-tetrahydro-6H-purin-6-one FC1CCC(NC1)C1=C(CN2C(NC=3N=CNC3C2=O)=C=S)C=CC=C1